C(C=C)(=O)N1[C@@H](C[C@H](CC1)N1N=CC=2C(=NC=3C(=C(C(=CC3C21)Cl)C2=CN=CC1=CC=CC=C21)F)N2CC(C2)N(C)C)CC#N 2-((2s,4s)-1-acryloyl-4-(8-chloro-4-(3-(dimethylamino)azetidin-1-yl)-6-fluoro-7-(isoquinolin-4-yl)-1H-pyrazolo[4,3-c]quinolin-1-yl)piperidin-2-yl)acetonitrile